Sodium (S)-2-((S)-2-((S)-4-((S)-2-amino-4-methylpentanamido)-4-carboxylatobutanamido)-6-diazo-5-oxohexanamido)-6-diazo-5-oxohexanoate N[C@H](C(=O)N[C@@H](CCC(=O)N[C@H](C(=O)N[C@H](C(=O)[O-])CCC(C=[N+]=[N-])=O)CCC(C=[N+]=[N-])=O)C(=O)[O-])CC(C)C.[Na+].[Na+]